chloro-2-(morpholin-4-yl)pyrimidin-4-amine ClC=1C(=NC(=NC1)N1CCOCC1)N